3-(1-amino-2,3-dihydro-1H-inden-5-yl)-6-((4-hydroxy-1-((R)-3-phenylbutyryl)piperidin-4-yl)methyl)-2-methyl-2,6-dihydro-7H-pyrazolo[4,3-d]pyrimidin-7-one NC1CCC2=CC(=CC=C12)C=1N(N=C2C1N=CN(C2=O)CC2(CCN(CC2)C(C[C@@H](C)C2=CC=CC=C2)=O)O)C